1,2-dichloro-1,3-butadiene ClC=C(C=C)Cl